4-FORMYLNAPHTHALENE-1-CARBOXYLIC ACID C(=O)C1=CC=C(C2=CC=CC=C12)C(=O)O